12-chloro-4,6,8,10-tetramethyltridecyldecoxymethyl ether ClC(CC(CC(CC(CC(CCCC(OCCCCCCCCCC)OC(CCCC(CC(CC(CC(CC(C)Cl)C)C)C)C)OCCCCCCCCCC)C)C)C)C)C